COC(CC(C)OCC1=CC=CC=C1)=O 3-(benzyloxy)butyric acid methyl ester